CN1N=C(C=C1)C1=CC=CC=C1 1-METHYL-3-PHENYL-1H-PYRAZOL